tert-butyl-(2R)-2-[4-[(tert-butoxycarbonylamino)-2-chloro-phenyl]-2-oxo-chromen-7-yl]oxypropionic acid C(C)(C)(C)[C@@](C(=O)O)(C)OC1=CC=C2C(=CC(OC2=C1)=O)C1=C(C(=CC=C1)NC(=O)OC(C)(C)C)Cl